5-(4,5-difluoro-2-(1H-pyrazol-4-yl)phenyl)-3-methylenedihydrofuran-2(3H)-one FC1=CC(=C(C=C1F)C1CC(C(O1)=O)=C)C=1C=NNC1